FC=1C=CC(=NC1)C=1C(=C(N)C=CC1)OC 3-(5-Fluoropyridin-2-Yl)-2-Methoxyaniline